[Si](C)(C)(C(C)(C)C)O[C@H]1[C@@H](CCCC1)NC1=CC=C(C=C1)Cl |r| rac-N-((1R,2R)-2-((tert-butyldimethylsilyl)oxy)cyclohexyl)-4-chloroaniline